(R)-4-amino-1-(4-(2-methoxyphenyl)-3,6-dihydropyridin-1(2H)-yl)butan-2-ol NCC[C@H](CN1CCC(=CC1)C1=C(C=CC=C1)OC)O